COC(C1=C(C=CC(=C1)\C=C\C(N1C(C=CC1)=O)=O)O)=O (E)-methyl-2-hydroxy-5-(3-oxo-3-(2-oxo-2,5-dihydro-1H-pyrrol-1-yl)prop-1-ene-1-yl)benzoate